CC1(CC=C(N=C1)N)N 5-methylpyridin-2,5-diamine